C1(CC1)C(=O)NC1=CC(=C(N=N1)C(=O)NC([2H])([2H])[2H])NC1=C2N(CC=3N(C2=CC=C1)N=C(N3)C)C 6-(cyclopropanecarboxamido)-4-((2,5-dimethyl-4,5-dihydro-[1,2,4]triazolo[1,5-a]quinoxalin-6-yl)amino)-N-(methyl-d3)pyridazine-3-carboxamide